C12CN(CC(N1)C2)C=2OC1=C(N2)C(=CC=C1C=1SC=CN1)OC(C(CO)(O)C)(F)F 3-((2-(3,6-diazabicyclo[3.1.1]heptan-3-yl)-7-(thiazol-2-yl)benzo[d]oxazol-4-yl)oxy)-3,3-difluoro-2-methylpropane-1,2-diol